C1(CC1)C1=NNC2=NC=CC(=C21)OC 3-cyclopropyl-4-methoxy-1H-pyrazolo[3,4-b]pyridine